ClC1=C(C=CC(=C1)O[C@@H]1CNCC1)C=1N(C2=NC=NC(=C2N1)OC1(CC1)C)CC=1SC(=CN1)C (S)-2-((8-(2-chloro-4-(pyrrolidin-3-yloxy)phenyl)-6-(1-methylcyclopropoxy)-9H-purin-9-yl)methyl)-5-methylthiazole